COC([C@@H](NC(CCCC)=O)C(C)C)=O N-(1-oxopentyl)-L-valine methyl ester